(1aR,5aR)-2-(5-Hydroxypyrazin-2-yl)-1a,2,5,5a-tetrahydro-1H-2,3-diaza-cyclopropa[a]pentalene-4-carboxylic Acid OC=1N=CC(=NC1)N1N=C(C=2C[C@@H]3[C@H](C12)C3)C(=O)O